bisbenzyl glutamate N[C@@H](CCC(=O)OCC1=CC=CC=C1)C(=O)OCC1=CC=CC=C1